ClC=1C2=C(SC1C(=O)C1=C(C=CC=C1)C(C)C)C=C(C=C2)F (3-chloro-6-fluorobenzo[b]thiophen-2-yl)(2-isopropylphenyl)methanone